FC1=C(C(=CC=C1C(=O)C1=CNC2=NC=C(C=C21)C=2C=NC(=NC2)N2CCOCC2)F)NS(=O)(=O)CCC N-(2,6-difluoro-3-(5-(2-morpholino-pyrimidin-5-yl)-1H-pyrrolo[2,3-b]-pyridine-3-carbonyl)-phenyl)propane-1-sulfonamide